2-(difluoromethoxy)-6-fluoro-4-(hydroxymethyl)benzonitrile FC(OC1=C(C#N)C(=CC(=C1)CO)F)F